FC=1C(=CC=C2C(N3C(C12)COCC3)=O)NC3=NC=C(C(=N3)N[C@H](C([2H])([2H])O)C3=CC=C(C=C3)F)C=3OC=NN3 10-fluoro-9-((4-(((S)-1-(4-fluorophenyl)-2-hydroxyethyl-2,2-d2)amino)-5-(1,3,4-oxadiazol-2-yl)pyrimidin-2-yl)amino)-1,3,4,10b-tetrahydro-6H-[1,4]oxazino[3,4-a]isoindol-6-one